C(C1=CC=CC=C1)N(CC(O)C=1C=NN(C1)C1CC1)CC(C)O (benzyl-(2-(1-cyclopropyl-1H-pyrazol-4-yl)-2-hydroxyethyl)amino)propan-2-ol